C(#N)N=S(=O)(NC(NC1=C2CCCC2=CC=2CCCC12)=O)\C=C\C1NCC2=CC=CC=C12 (E)-N'-cyano-N-((1,2,3,5,6,7-hexahydro-s-indacen-4-yl)carbamoyl)-2-(isoindolin-1-yl)ethene-1-sulfonimidamide